acetic acid 2-(E)-hexen-1-yl ester C(\C=C\CCC)OC(C)=O